6-bromo-7-methyl-1H-benzo[d]imidazole-2-carboxylic acid BrC=1C=CC2=C(NC(=N2)C(=O)O)C1C